BrC1=C(C(=O)OC(C)(C)C)C(=CC=C1)COCC1CN(CC12CN(C2)C(=O)C2(CC2)C(F)(F)F)C(=O)C=2C=NN(C2)CC2=CC=C(C=C2)F tertbutyl 2-bromo-6-(((6-(1-(4-fluorobenzyl)-1H-pyrazole-4-carbonyl)-2-(1-(trifluoromethyl) cyclopropane-1-carbonyl)-2,6-diazaspiro[3.4]octan-8-yl)methoxy)methyl)benzoate